(3-((R)-1-((6-(((S)-1-benzylpyrrolidin-3-yl)amino)-7-methoxy-2-methylquinazoline-4-yl)amino)ethyl)-5-(trifluoromethyl)phenyl)carbamate C(C1=CC=CC=C1)N1C[C@H](CC1)NC=1C=C2C(=NC(=NC2=CC1OC)C)N[C@H](C)C=1C=C(C=C(C1)C(F)(F)F)NC([O-])=O